BrC=1C=C2C(=NC1OC)NN=C2C 5-bromo-6-methoxy-3-methyl-1H-pyrazolo[3,4-b]pyridine